OC=1C=CC=C2C=C(C(=NC12)C)CC(=O)OCC ethyl 2-(8-hydroxy-2-methylquinolin-3-yl)acetate